(S)-4-methoxy-N-(1-phenyl-allyl)aniline COC1=CC=C(N[C@@H](C=C)C2=CC=CC=C2)C=C1